2-(3-fluoropropyl)isoindoline-1,3-dione FCCCN1C(C2=CC=CC=C2C1=O)=O